ClC=1C=C(C=C(C1)C1=CC=C(C=C1)C1=NC(=NC(=N1)C1=CC=CC=C1)C1=CC=C(C2=C1C1=C(O2)C=C2C=CC=CC2=C1)C1=CC=CC=C1)C1=CC=CC=C1 2-(5'-chloro-[1,1':3',1''-terphenyl]-4-yl)-4-phenyl-6-(4-phenylnaphtho[2,3-b]benzofuran-1-yl)-1,3,5-triazine